(2S,3R,4R,5S)-2-(fluoromethyl)-1-(2-fluorophenylethyl)piperidine-3,4,5-triol FC[C@H]1N(C[C@@H]([C@H]([C@@H]1O)O)O)CCC1=C(C=CC=C1)F